CN1CC(CCC1)C(=O)O 1-METHYLPIPERIDINE-3-CARBOXYLIC ACID